5-(4-Amino-5-(trifluoromethyl)pyrrolo[2,1-f][1,2,4]triazin-7-yl)-N-((3R,4S)-4-fluoro-1-(3,3,3-trifluoro-2-hydroxy-2-(trifluoromethyl)propyl)pyrrolidin-3-yl)-2-methoxynicotinamid NC1=NC=NN2C1=C(C=C2C=2C=NC(=C(C(=O)N[C@@H]1CN(C[C@@H]1F)CC(C(F)(F)F)(C(F)(F)F)O)C2)OC)C(F)(F)F